C(=O)NC=1C(N(C(=CC1C)O)CC)=O 3-formylamino-4-methyl-6-hydroxy-N-ethyl-pyridone